O1C(COC2=C1C=CC=C2)B(O)O 2,3-DIHYDRO-1,4-BENZODIOXIN-2-YLBORONIC ACID